N~2~-({[4-(butyloxy)phenyl]amino}carbonyl)-N-(2-phenylethyl)-O-(phenylmethyl)serinamide C(CCC)OC1=CC=C(C=C1)NC(=O)N[C@@H](COCC1=CC=CC=C1)C(=O)NCCC1=CC=CC=C1